C(C)(C)(C)OC(=O)N1CCN(CC1)C1=CC(=C(C(=C1)C(=O)O)C(=O)O)F 5-[4-[(tert-butoxy)carbonyl]piperazin-1-yl]-3-fluorobenzene-1,2-dicarboxylic acid